5-fluoro-spiro[2,3-dihydroisoquinoline-4,1'-cyclopropane] FC1=C2C(=CC=C1)CNCC21CC1